BrC1=C(C=C(C=C1)NC(=O)N1C2CCC1CC=1N=CN=CC12)Cl (±)-N-(4-bromo-3-chlorophenyl)-6,7,8,9-tetrahydro-5H-5,8-epiminocyclohepta[d]pyrimidine-10-carboxamide